3-hydroxy-2,2-dimethylpropyl (E)-2-cyano-3-(1-(3-(trifluoromethyl)benzyl)-1H-pyrrolo[2,3-b]pyridin-3-yl)acrylate C(#N)/C(/C(=O)OCC(CO)(C)C)=C\C1=CN(C2=NC=CC=C21)CC2=CC(=CC=C2)C(F)(F)F